C(C)(C)(C)OC(=O)O[C@@H]1[C@H]([C@H](N(C1)C(=O)OC(C)(C)C)CC1=CC=C(C=C1)OC)OC(NCC=1N=NN(C1)C=1C(OC2=CC(=CC=C2C1)O)=O)=O tert-butyl (2R,3S,4S)-4-[(tert-butoxycarbonyl)oxy]-3-[({[1-(7-hydroxy-2-oxochromen-3-yl)-1,2,3-triazol-4-yl]methyl}carbamoyl)oxy]-2-[(4-methoxyphenyl) methyl]pyrrolidine-1-carboxylate